tetrahydrophenanthridin-6-amine formate C(=O)O.C1CCCC2=NC(=C3C=CC=CC3=C12)N